C(#N)C1=C(N=C(S1)N(C1=C(N=C2N1C=C(C=C2)C=2C=NC(=NC2)N2CCC(CC2)C(=O)NC2CN(C2)C(=O)OC(C)(C)C)CC)C)C2=CC=C(C=C2)F tert-butyl 3-(1-(5-(3-((5-cyano-4-(4-fluorophenyl)thiazol-2-yl)(methyl)amino)-2-ethylimidazo[1,2-a]pyridin-6-yl)pyrimidin-2-yl)piperidine-4-carboxamido)azetidine-1-carboxylate